COC1=C(C2=C(C=N1)C=NN2C)N(S(=O)(=O)C=2C=NC(=CC2)N2N=CC(=C2)C(F)(F)F)C N-(6-METHOXY-1-METHYL-1H-PYRAZOLO[4,3-C]PYRIDIN-7-YL)-N-METHYL-6-(4-(TRIFLUOROMETHYL)-1H-PYRAZOL-1-YL)PYRIDINE-3-SULFONAMIDE